1,3-Benzothiazol-2-yl-(2-{[2-(3-pyridinyl)ethyl]amino}-4-pyrimidinyl)acetonitrile S1C(=NC2=C1C=CC=C2)C(C#N)C2=NC(=NC=C2)NCCC=2C=NC=CC2